P1(=O)(OC2=C(C(=C(C=C2)C(C)(C)C)CC=2C(=C(C=CC2C(C)(C)C)O1)C(C)(C)C)C(C)(C)C)[O-].[Na+] sodium methylenebis(2,4-di-t-butyl-phenyl) phosphate